S(=O)(=O)(O)C(CO)CCO.[Na] sodium 2-sulfo-1,4-butanediol